2-(4-(tert-butyl)-2-oxopyridin-1(2H)-yl)-4,6-dimethylpyrimidine C(C)(C)(C)C1=CC(N(C=C1)C1=NC(=CC(=N1)C)C)=O